(alphaS)-alpha-aminophenylbutyryl-L-leucyl-D-phenylalanine methyl ester COC([C@H](NC([C@@](NC(CCCC1=CC=CC=C1)=O)(CC(C)C)N)=O)CC1=CC=CC=C1)=O